[CH-]1[C-]=CC=C1.[CH-]1C=CC=C1.[Fe+2] ferrocenide